NC=1C=C(C=C(C1)C(F)(F)F)[C@@H](C)NC1=NC(=NC2=CC3=C(C=C12)CCC3)C (R)-N-{1-[3-amino-5-(trifluoromethyl)phenyl]ethyl}-2-methyl-7,8-dihydro-6H-cyclopenta[g]quinazolin-4-amine